COC1=C(C(=O)O)C=C(C=C1)OC1=CC=C(C=C1)C(F)(F)F methoxy-5-(4-(trifluoromethyl)phenoxy)benzoic acid